propenyl benzyl ether C(C1=CC=CC=C1)OC=CC